Cl.ClC=1C=C2C(=CNC2=CC1)/C(/C#N)=C/C=1C=NC=CC1N(C)C (Z)-2-(5-chloro-1H-indol-3-yl)-3-(4-(dimethylamino)pyridin-3-yl)acrylonitrile, hydrochloride